3-methyl-3-(4-(pyrimidin-4-yl)-1H-pyrazol-1-yl)butyronitrile CC(CC#N)(C)N1N=CC(=C1)C1=NC=NC=C1